[Si](C1=CC=CC=C1)(C1=CC=CC=C1)(C(C)(C)C)OCC1N(C(=CCC1C(C)C)OS(=O)(=O)C(F)(F)F)C(=O)OC(C)(C)C tert-butyl 2-[[tert-butyl(diphenyl)silyl]oxymethyl]-3-isopropyl-6-(trifluoromethylsulfonyloxy)-3,4-dihydro-2H-pyridine-1-carboxylate